C(CCCCCCCC)(=O)O.OCC(O)CO.OCC(O)CO diglycerol monononanoate